BrC1=C(C=C(C(=O)OCC)C=C1Cl)Cl ethyl 4-bromo-3,5-dichlorobenzoate